O1CCC(C2=CC=CC=C12)=N[S@@](=O)C(C)(C)C (S)-N-(chroman-4-ylidene)-2-methylpropane-2-sulfinamide